(R)-1-(4-((R)-1-(3-amino-5-(trifluoromethyl)phenyl)ethylamino)-6-(dimethylcarbamoyl)-2-methylpyrido[2,3-d]pyrimidin-7-yl)azetidine-2-carboxylic acid NC=1C=C(C=C(C1)C(F)(F)F)[C@@H](C)NC=1C2=C(N=C(N1)C)N=C(C(=C2)C(N(C)C)=O)N2[C@H](CC2)C(=O)O